(3R)-((1-ethyl-1H-1,2,3-triazol-4-yl)methoxy)-2,2-dimethyl-3-(4-methyl-3-(((R)-4-methyl-1,1-dioxido-4,5-dihydropyrido[2,3-f][1,2]thiazepin-2(3H)-yl)methyl)phenyl)propanoic acid C(C)N1N=NC(=C1)CO[C@@H](C(C(=O)O)(C)C)C1=CC(=C(C=C1)C)CN1S(C2=C(C[C@H](C1)C)N=CC=C2)(=O)=O